OC=1C(=C(C=CC1C(C)C)C(C)C)O dihydroxyl-1,4-diisopropylbenzene